C(C=C)C(C(=O)OCC)C(=O)OCC diethyl 2-allylpropanedioate